(S)-3-(3-(3-(difluoromethoxy)phenyl)-5-(3-(trifluoromethyl)phenylsulfonyl)-6a,7,9,10-tetrahydro-5H-pyrazino[1,2-a]pyrido[3,2-e]pyrazin-8(6H)-yl)propanoic acid FC(OC=1C=C(C=CC1)C1=CC=2N(C[C@H]3N(C2N=C1)CCN(C3)CCC(=O)O)S(=O)(=O)C3=CC(=CC=C3)C(F)(F)F)F